((1,5-dimethyl-4-oxo-4,5-dihydro-1H-pyrrolo[3,2-c]pyridin-3-yl)amino)-2-((4-fluorophenyl)amino)pyrimidine-5-carboxylic acid ethyl ester C(C)OC(=O)C=1C(=NC(=NC1)NC1=CC=C(C=C1)F)NC1=CN(C2=C1C(N(C=C2)C)=O)C